C([C@@H](O)CC(=O)O)(=O)O.ClC1=CC=C(C=C1)NC([C@H](C)C1CCC(CC1)C1=CC=NC2=CC=C(C=C12)F)=O (R)-N-(4-chlorophenyl)-2-((1S,4S)-4-(6-fluoroquinolin-4-yl)cyclohexyl)propionamide L-malate